The molecule is an organosulfonate oxoanion that is the dianion of sulfoacetic acid arising from deprotonation of carboxylic acid and sulfo groups. It is a monocarboxylic acid anion and an alkanesulfonate oxoanion. It is a conjugate base of a sulfoacetic acid. C(C(=O)[O-])S(=O)(=O)[O-]